N-(1-METHYL-1H-INDAZOL-7-YL)-6-(1H-PYRROLO[3,2-C]PYRIDIN-2-YL)PYRIDINE-3-SULFONAMIDE CN1N=CC2=CC=CC(=C12)NS(=O)(=O)C=1C=NC(=CC1)C1=CC=2C=NC=CC2N1